(R)-tert-Butyl 1-azido-3-methoxypropan-2-ylcarbamate N(=[N+]=[N-])C[C@H](COC)NC(OC(C)(C)C)=O